C(=O)(OCC1C2=CC=CC=C2C2=CC=CC=C12)N1[C@@H](CCC1)C(=O)O fmoc-proline